2-{3-[(4S)-4-methylcyclohex-1-en-1-yl]-6-oxopyridazin-1(6H)-yl}-N-([1,2,4]triazolo[1,5-a]pyridin-7-yl)acetamide C[C@@H]1CC=C(CC1)C1=NN(C(C=C1)=O)CC(=O)NC1=CC=2N(C=C1)N=CN2